BrC1=CC=C(C=C1)C(C)O 1-(4-bromophenyl)-1-ethanol